C(N)(=O)C=1N(N=C2C1N=CC=C2C2CCN(CC2)C(=O)OC(C)(C)C)C2=CC=C(C=C2)OC2=C(C=C(C=C2)F)F tert-butyl 4-{3-carbamoyl-2-[4-(2,4-difluorophenoxy)phenyl]-2H-pyrazolo[4,3-b]pyridin-7-yl}piperidine-1-carboxylate